6-hydroxy-5,7,8-trimethylchroman-2-one OC=1C(=C2CCC(OC2=C(C1C)C)=O)C